NC=1C(=CC(=NC1)C=O)OC1CC1 5-AMINO-4-CYCLOPROPOXYPICOLINALDEHYDE